FC1=CC=C(C=C1)C([C@@H](C)NC([C@H](C)NC(C1=NC=CC(=C1O)OC)=O)=O)C1=CC=C(C=C1)F N-((S)-1-(((R)-1,1-bis(4-fluorophenyl)propan-2-yl)amino)-1-oxopropan-2-yl)-3-hydroxy-4-methoxypicolinamide